N-benzhydryl-2,4-dibromophenylalanine tert-butyl ester C(C)(C)(C)OC([C@@H](NC(C1=CC=CC=C1)C1=CC=CC=C1)CC1=C(C=C(C=C1)Br)Br)=O